(3S)-N,5-dimethyl-3-((7-methyl-2-(2-(2-propenoyl)-2,6-diazaspiro[3.4]octan-6-yl)-7H-purin-6-yl)amino)hexanamide CNC(C[C@H](CC(C)C)NC1=C2N(C=NC2=NC(=N1)N1CC2(CN(C2)C(C=C)=O)CC1)C)=O